ethyl 6-but-3-enyl-4-(4-hydroxy-3,3-dimethyl-but-1-ynyl)-2-methyl-7-oxo-1H-pyrrolo[2,3-c]pyridine-3-carboxylate C(CC=C)N1C(C2=C(C(=C1)C#CC(CO)(C)C)C(=C(N2)C)C(=O)OCC)=O